5-((3R,4S)-3-fluoro-4-(((5-(4-(methylsulfonyl)phenyl)thiazolo[5,4-b]pyridin-2-yl)oxy)methyl)piperidin-1-yl)-3-isopropyl-1,2,4-oxadiazole F[C@H]1CN(CC[C@H]1COC=1SC2=NC(=CC=C2N1)C1=CC=C(C=C1)S(=O)(=O)C)C1=NC(=NO1)C(C)C